4-chloro-3-(4-oxo-1,4-dihydroquinolin-2-yl)benzonitrile ClC1=C(C=C(C#N)C=C1)C=1NC2=CC=CC=C2C(C1)=O